BrC1=CN(C=2N=CN=C(C21)N)[C@@H]2O[C@@H]([C@H]([C@H]2F)O[Si](C)(C)C(C)(C)C)C=C 5-bromo-7-[(2R,3R,4R,5R)-4-[tert-butyl(dimethyl)silyl]oxy-3-fluoro-5-vinyl-tetrahydrofuran-2-yl]pyrrolo[2,3-d]pyrimidin-4-amine